[Br-].C(=O)(O)C(CCC[P+](C1=CC=CC=C1)(C1=CC=CC=C1)C1=CC=CC=C1)C (4-CARBOXYPENTYL)TRIPHENYLPHOSPHONIUM BROMIDE